N-(2-chloro-4-(6-ethoxypyrazin-2-yl)phenyl)-2-(2-(cyclopropanesulfonamido)pyrimidin-4-yl)-2-methylpropanamide ClC1=C(C=CC(=C1)C1=NC(=CN=C1)OCC)NC(C(C)(C)C1=NC(=NC=C1)NS(=O)(=O)C1CC1)=O